(2R)-2-(6-{5-chloro-2-[(oxacyclohex-4-yl)amino]pyrimidin-4-yl}-1-oxo-2,3-dihydro-1H-isoindol-2-yl)-N-[(1S)-2-hydroxy-1-(6-methoxypyridin-2-yl)ethyl]propionamide ClC=1C(=NC(=NC1)NC1CCOCC1)C1=CC=C2CN(C(C2=C1)=O)[C@@H](C(=O)N[C@H](CO)C1=NC(=CC=C1)OC)C